(3-nitropyridin-2-yl)-malonic acid diethyl ester C(C)OC(C(C(=O)OCC)C1=NC=CC=C1[N+](=O)[O-])=O